Benzyl (2S)-2-(((2-(2,6-dioxopiperidin-3-yl)-1-oxoisoindolin-5-yl)oxy)methyl)pyrrolidine-1-carboxylate O=C1NC(CCC1N1C(C2=CC=C(C=C2C1)OC[C@H]1N(CCC1)C(=O)OCC1=CC=CC=C1)=O)=O